1-(4-((4-([1,1'-biphenyl]-3-yl)-5-chloropyrimidin-2-yl)amino)piperidin-1-yl)ethan-1-one C1(=CC(=CC=C1)C1=NC(=NC=C1Cl)NC1CCN(CC1)C(C)=O)C1=CC=CC=C1